FC(C1=C(C=CC(=N1)C1=CC(=NC=C1)C)OC[C@](CC(C)C)(N)C)F (S)-1-((6-(difluoromethyl)-2'-methyl-[2,4'-bipyridin]-5-yl)oxy)-2,4-dimethylpentan-2-amine